3-(1,1-difluoroethyl)-4-fluorobenzoic acid FC(C)(F)C=1C=C(C(=O)O)C=CC1F